C1(=C(C=CC=C1)N(C1=CC=2C=CC=CC2C=2C3=C(OC21)C=CC=C3)C3=CC=2C(C1=CC=CC=C1C2C=C3)(C)C)C3=CC=CC=C3 N-(1,1'-biphenyl-2-yl)-N-(9,9-dimethyl-9H-fluoren-2-yl)benzo[b]naphtho[1,2-d]furan-6-amine